FC(C(=O)O)(F)F.N1CC(C1)C1=CC=C(C=C1)NC(=O)C1=NNC(=C1)C(=O)NC1=CC=C(C=C1)C1CNC1 1H-pyrazole-3,5-dicarboxylic acid bis-[(4-azetidin-3-yl-phenyl)-amide] trifluoroacetate